(3S)-3-(2-isopropylphenyl)morpholine C(C)(C)C1=C(C=CC=C1)[C@@H]1NCCOC1